(R)-6-((4-((1-(3-(difluoro(piperidin-4-yl)methyl)phenyl)ethyl)amino)-6-(1,1-dioxidothiomorpholino)quinazolin-8-yl)oxy)hexanal FC(C=1C=C(C=CC1)[C@@H](C)NC1=NC=NC2=C(C=C(C=C12)N1CCS(CC1)(=O)=O)OCCCCCC=O)(C1CCNCC1)F